ClC=1C=CC(=C(C1)O)OC1=C(C=C(C=C1)Cl)Cl 5-chloro-2-(2,4-dichloro-phenoxy)phenol